3-ethyl-4-((3-ethyl-4-hydroxy-2,6-dimethylbenzoyl)oxy)-2,5,6-trimethylbenzoate C(C)C=1C(=C(C(=O)[O-])C(=C(C1OC(C1=C(C(=C(C=C1C)O)CC)C)=O)C)C)C